CC1=CCC(CC1)N1C(C2=CC=CC=C2C1=O)=O 2-(4-methylcyclohex-3-enyl)isoindoline-1,3-dione